2-oxa-6-aza-spiro[3.3]Heptane C1OCC12CNC2